C(C(=O)C)N(C=O)C1=CC=C(C=C1)Br N-acetonyl-N-(4-bromophenyl)carboxamide